6-(4-ethoxypiperidin-1-yl)-2-methylpyridin-3-amine C(C)OC1CCN(CC1)C1=CC=C(C(=N1)C)N